2-(5-fluoro-2-(3-(5-methyl-1-(2,2,2-trifluoroethyl)-1H-indazole-3-carboxamido)-4-(piperidin-1-yl)benzamido)phenyl)acetic acid FC=1C=CC(=C(C1)CC(=O)O)NC(C1=CC(=C(C=C1)N1CCCCC1)NC(=O)C1=NN(C2=CC=C(C=C12)C)CC(F)(F)F)=O